1-cyclopropyl-6-fluoro-3-({[(2-methoxypyridin-4-yl)methyl][(3s)-1-(pyridin-3-yl)piperidin-3-yl]amino}methyl)-7-(4-methylpiperazin-1-yl)-1,4-dihydroquinolin-4-one C1(CC1)N1C=C(C(C2=CC(=C(C=C12)N1CCN(CC1)C)F)=O)CN([C@@H]1CN(CCC1)C=1C=NC=CC1)CC1=CC(=NC=C1)OC